FC1=C2C(N(C=NC2=CC(=C1)C=1C=C(C=2N(C1)C=C(N2)C)F)C2CCN(CCC2)C(=O)OC(C)(C)C)=O tert-butyl 4-(5-fluoro-7-{8-fluoro-2-methylimidazo[1,2-a]pyridin-6-yl}-4-oxoquinazolin-3-yl)azepane-1-carboxylate